Cl.BrC1=[N+](C=CC=C1)[O-] 2-bromo-1-oxido-pyridin-1-ium hydrochloric acid salt